tert-Butyl 5-{[2-(4-isopropylphenyl)imidazo[1,2-a]pyrimidine-3-yl]methyl}-2,5-diazabicyclo[2.2.2]octane-2-carboxylate C(C)(C)C1=CC=C(C=C1)C=1N=C2N(C=CC=N2)C1CN1C2CN(C(C1)CC2)C(=O)OC(C)(C)C